OC(C)(C1=CC=CC=C1)C1=C(C=CC=C1)NS(=O)(=O)C1CC1 N-(2-(1-hydroxy-1-phenylethyl)phenyl)cyclopropanesulfonamide